dimethyloctadecyl-(3-(trimethoxysilylpropyl)propyl)ammonium chloride [Cl-].C[N+](CCCCCC[Si](OC)(OC)OC)(CCCCCCCCCCCCCCCCCC)C